OC1=CC=C2C(C(=COC2=C1C)C=O)=O 7-HYDROXY-8-METHYL-4-OXO-4H-CHROMENE-3-CARBALDEHYDE